5-cyano-3-methyl-pyridine-2-carboxylic acid C(#N)C=1C=C(C(=NC1)C(=O)O)C